benzene-1,3,5-trihydrazide C1(=CC(=CC(=C1)C(=O)NN)C(=O)NN)C(=O)NN